(S)-2-(3-(3-chloro-4-fluorophenyl)-1-(1-(6,7-difluoro-1-oxo-1,2-dihydroisoquinolin-4-yl)ethyl)ureido)ethane-1-sulfonamide ClC=1C=C(C=CC1F)NC(N([C@@H](C)C1=CNC(C2=CC(=C(C=C12)F)F)=O)CCS(=O)(=O)N)=O